C(C)OC(=O)C1=C(N=C(S1)C)OC1CCC(CC1)=O.FC=1C=C2C=C(C(=NC2=CC1)N1CC(CCC1)C(F)(F)F)C(=O)NC1=CC(=NC=C1)S(N)(=O)=O 6-fluoro-N-(2-sulfamoylpyridin-4-yl)-2-(3-(trifluoromethyl)piperidin-1-yl)quinoline-3-carboxamide Ethyl-2-methyl-4-((4-oxocyclohexyl)oxy)thiazole-5-carboxylate